2-((ethoxycarbonyl)(2-fluoro-6-(trifluoromethyl)benzyl)amino)thiophene-3-carboxylic acid C(C)OC(=O)N(C=1SC=CC1C(=O)O)CC1=C(C=CC=C1C(F)(F)F)F